[Si](C)(C)(C(C)(C)C)OCC1(CCN(CC1)C(=O)OC(C)(C)C)N1N=CC(=C1)C=O tert-butyl 4-[[tert-butyl (dimethyl)silyl]oxymethyl]-4-(4-formylpyrazol-1-yl)piperidine-1-carboxylate